2-(1-phenyl-1H-pyrazol-4-yl)-N-{[(3S)-pyrrolidin-3-yl]methyl}-1,3-thiazole-4-carboxamide C1(=CC=CC=C1)N1N=CC(=C1)C=1SC=C(N1)C(=O)NC[C@@H]1CNCC1